CC1=NN2C(C=CC=C2C)=C1 2,7-dimethylpyrazolo[1,5-a]pyridin